ethyl 2-(4-(aminomethyl)piperidin-1-yl)-1-(4-methoxybenzyl)-1H-imidazole-5-carboxylate NCC1CCN(CC1)C=1N(C(=CN1)C(=O)OCC)CC1=CC=C(C=C1)OC